tert-butyl 4-[[4-chloro-2-[3-[(2,2-difluoro-1,3-benzodioxol-5-yl)-methyl-carbamoyl]phenyl]-5-(trifluoromethyl)pyrazol-3-yl]oxymethyl]benzoate ClC1=C(N(N=C1C(F)(F)F)C1=CC(=CC=C1)C(N(C)C1=CC2=C(OC(O2)(F)F)C=C1)=O)OCC1=CC=C(C(=O)OC(C)(C)C)C=C1